2-(2-chloro-7-(tetrahydro-2H-pyran-4-yl)-7H-pyrrolo[2,3-d]pyrimidin-6-yl)-2-propanol ClC=1N=CC2=C(N1)N(C(=C2)C(C)(C)O)C2CCOCC2